tert-butyl 4-((4-chloro-2-(6-((6,6-dimethyl-2,4-dioxo-3-azabicyclo[3.1.0]hexan-3-yl)methyl)pyrrolo[2,1-f][1,2,4]triazin-4-yl)-6-methylphenoxy)methyl)piperidine-1-carboxylate ClC1=CC(=C(OCC2CCN(CC2)C(=O)OC(C)(C)C)C(=C1)C)C1=NC=NN2C1=CC(=C2)CN2C(C1C(C1C2=O)(C)C)=O